7-[4-methoxy-3-(prop-2-enamido)phenyl]quinazoline-2-carboxamide COC1=C(C=C(C=C1)C1=CC=C2C=NC(=NC2=C1)C(=O)N)NC(C=C)=O